COC([C@H](CC1CC1)OC1=C(C=C(C=C1)Cl)C1=NOCC1OCC)=O Methyl-(2S)-2-[4-chloro-2-(4-ethoxy-4,5-dihydroisoxazol-3-yl)phenoxy]-3-cyclopropylpropanoat